N-(4-{[6-(5-chloro-2-fluorophenyl)-2H,3H,4H-pyrido[3,2-b][1,4]oxazin-8-yl]amino}pyridin-2-yl)-3-(4-methylpiperazin-1-yl)propanamide ClC=1C=CC(=C(C1)C=1C=C(C=2OCCNC2N1)NC1=CC(=NC=C1)NC(CCN1CCN(CC1)C)=O)F